C(C)[C@@H]1N(C[C@H](N(C1)C(C)C1=CC2=C(N=C(S2)C)C=C1)CC)C1=CC(N(C=2N1N=C(C2)CC#N)C)=O 2-(7-((2S,5R)-2,5-diethyl-4-(1-(2-methylbenzo[d]thiazol-6-yl)ethyl)piperazin-1-yl)-4-methyl-5-oxo-4,5-dihydropyrazolo[1,5-a]pyrimidin-2-yl)acetonitrile